C(#N)C1=CC=C(C=C1)C(C1=CC=C(C#N)C=C1)N1N=CN=C1 4-[(4-cyanophenyl)-(1,2,4-triazol-1-yl)methyl]benzonitrile